C1(CC1)CN1C(=CC2=C(C(=CC(=C12)C=1C(=NC(=CC1)C)CC)C(=O)N1CC=2N(N=CC2C1)CC)F)C=1CNCCC1 (1-(Cyclopropylmethyl)-7-(2-ethyl-6-methylpyridin-3-yl)-4-fluoro-2-(1,2,5,6-tetrahydropyridin-3-yl)-1H-indol-5-yl)(1-ethylpyrrolo[3,4-c]pyrazol-5(1H,4H,6H)-yl)methanone